1-(4-(3-amino-1H-indazol-5-yl)pyridin-2-yl)-3-isopentylurea NC1=NNC2=CC=C(C=C12)C1=CC(=NC=C1)NC(=O)NCCC(C)C